2'-chloro-N-(5-(5-(difluoromethyl)-6-methylpyrazine-2-carbonyl)-5,6-dihydro-4H-pyrrolo[3,4-d]thiazol-2-yl)-5'-methoxy-6-methyl-[4,4'-bipyridine]-3-carboxamide ClC1=NC=C(C(=C1)C1=C(C=NC(=C1)C)C(=O)NC=1SC2=C(N1)CN(C2)C(=O)C2=NC(=C(N=C2)C(F)F)C)OC